tert-butyl (E)-5-amino-4-(5-(5-(but-1-en-1-yl)pyridin-2-yl)-1-oxoisoindolin-2-yl)-5-oxopentanoate NC(C(CCC(=O)OC(C)(C)C)N1C(C2=CC=C(C=C2C1)C1=NC=C(C=C1)\C=C\CC)=O)=O